C(C)(C)(CC(C)(C)C)SC methyl tertiary octyl sulfide